Methyl 5-[3-[4-[3-[tert-butoxycarbonyl(methyl)amino]prop-1-ynyl]-2-fluoro-phenoxy]propyl]-2-[5-[tert-butyl(dimethyl)silyl]oxypentylamino]thiazole-4-carboxylate C(C)(C)(C)OC(=O)N(CC#CC1=CC(=C(OCCCC2=C(N=C(S2)NCCCCCO[Si](C)(C)C(C)(C)C)C(=O)OC)C=C1)F)C